OC(C)(C)C=1N(C=CN1)CC1=CC=C(C=C1)C1=C(C=CC(=C1)CCC)S(=O)(=O)NC(OC)=O methyl ((4'-((2-(2-hydroxypropan-2-yl)-1H-imidazol-1-yl)methyl)-5-propyl-[1,1'-biphenyl]-2-yl)sulfonyl)carbamate